N-(3-chloro-4-(trifluoromethyl)phenyl)-6,7,8,9-tetrahydro-5H-6,9-epiminocyclohepta[d]-pyrimidine-10-carboxamide ClC=1C=C(C=CC1C(F)(F)F)NC(=O)N1C2CC3=C(N=CN=C3)C1CC2